Cl.N[C@@H]1CN(CC1)C1=C(C=C2C(=N1)N=C(O2)N2CCOCC2)NC(=O)C=2N=C(OC2)C2=CC(=NC=C2)C (S)-N-(5-(3-aminopyrrolidin-1-yl)-2-morpholinooxazolo[4,5-b]pyridin-6-yl)-2-(2-methylpyridin-4-yl)oxazole-4-carboxamide hydrochloride